C(CCCCCCC\C=C/CCCCCCCC)(=O)OCCCCCCCCCCCCCCCCCCCCCCCCCCCCCCCC dotriacontyl oleate